2-((2r,5s)-5-(cyanomethyl)-4-(4-methoxybenzyl)piperazin-2-yl)-N-(2-hydroxyethyl)-N-methylacetamide C(#N)C[C@@H]1N(C[C@H](NC1)CC(=O)N(C)CCO)CC1=CC=C(C=C1)OC